FC(C1=CC=C(C=C1)N1CC2N(C3C1CC3)CCN(C2)C(C=C)=O)(F)F 1-(3-(4-(trifluoromethyl)phenyl)decahydro-6H-cyclobuta[e]pyrazino[1,2-a]pyrazin-6-yl)prop-2-en-1-one